[[(2R,3S,4R,5R)-5-[2-chloro-4-(cyclopentyl-amino)pyrrolo[2,3-d]-pyrimidin-7-yl]-3,4-dihydroxy-tetrahydro-furan-2-yl]methoxy-hydroxy-phosphoryl]-methylphosphonic acid ClC=1N=C(C2=C(N1)N(C=C2)[C@H]2[C@@H]([C@@H]([C@H](O2)COP(=O)(O)CP(O)(O)=O)O)O)NC2CCCC2